N-(5-(4-bromo-3-nitro-1H-pyrazol-1-yl)-2-(trifluoromethoxy)phenyl)acrylamide BrC=1C(=NN(C1)C=1C=CC(=C(C1)NC(C=C)=O)OC(F)(F)F)[N+](=O)[O-]